CN1C(CCCC1)O N-methyl-hydroxypiperidine